p-Chlorotoluol ClC1=CC=C(C=C1)C